N1=CC=C(C=C1)C([O-])=S pyridine-4-thioate